C(#N)C1CC(CCC1)N1C=C(C2=C1N=CN=C2N2C[C@H](N(C[C@@H]2C)C(=O)OC(C)(C)C)C)C(F)F tert-butyl (2R,5S)-4-(7-(3-cyanocyclohexyl)-5-(difluoromethyl)-7H-pyrrolo[2,3-d]pyrimidin-4-yl)-2,5-dimethylpiperazine-1-carboxylate